3-(4-Tert-butylphenyl)azetidine C(C)(C)(C)C1=CC=C(C=C1)C1CNC1